1-(difluoromethyl)-3-chloropyridine bromide [Br-].FC(N1CC(=CC=C1)Cl)F